[4-(1-methyl-1H-pyrazol-4-yl)-benzyl]-{6-[7-(2-oxa-6-aza-spiro[3.3]hept-6-yl)-imidazo[1,2-a]pyridin-3-yl]-pyrimidin-4-yl}-amine CN1N=CC(=C1)C1=CC=C(CNC2=NC=NC(=C2)C2=CN=C3N2C=CC(=C3)N3CC2(COC2)C3)C=C1